C1=C(C=CC=2C3=CC=CC=C3C3(C12)C1=CC=CC=C1C=1C=CC=CC13)C1=NC(=NC(=N1)C1=CC=CC=C1)C1=CC=CC=C1 2-(9,9'-spirobi[fluorene]-2-yl)-4,6-diphenyl-1,3,5-triazine